O=C1NC=CC2=C(C=CC=C12)S(=O)(=O)N1CCNCCC1 1-[(1,2-Dihydro-1-oxo-5-isoquinolinyl)sulfonyl]hexahydro-1H-1,4-diazepine